tert-butyl 4-[[3-amino-4-cyano-7-(2-fluoro-6-methyl-phenyl)-5-isoquinolyl]amino]piperidine-1-carboxylate NC=1N=CC2=CC(=CC(=C2C1C#N)NC1CCN(CC1)C(=O)OC(C)(C)C)C1=C(C=CC=C1C)F